[N+](=O)([O-])C1=CC=C(C=C1)C[C@@H](O)[C@H]1NCCC1 (R)-2-(4-Nitrophenyl)-1-((S)-pyrrolidin-2-yl)ethanol